C(C1=CC=CC=C1)(=O)NC(C1=C(C(=CC=C1)C)CCCC(=O)O)C(=O)O 4-(2-(Benzoylamino(carboxy)methyl)-6-methylphenyl)butanoic acid